BrC1=C(C=CC=C1)NC(CCCCCCNC(OC(C)(C)C)=O)=O Tert-butyl (7-((2-bromophenyl)amino)-7-oxoheptyl)carbamate